FC1=C(C=CC(=N1)C(=O)NC)N1CCN(CC1)CC1CC=2NC(C(=CC2CO1)C)=O 6-Fluoro-N-methyl-5-(4-((3-methyl-2-oxo-1,5,7,8-tetrahydro-2H-pyrano[4,3-b]pyridin-7-yl)methyl)piperazin-1-yl)picolinamide